3-Methylbi-phenyl CC=1C=C(C=CC1)C1=CC=CC=C1